C(C1=CC=CC=C1)OC1=CC=C2NC=C(C[C@H](N)C(=O)O)C2=C1 5-benzyloxy-tryptophan